5'-uridylic acid sodium salt [Na+].[C@@H]1([C@H](O)[C@H](O)[C@@H](COP(=O)([O-])[O-])O1)N1C(=O)NC(=O)C=C1.[Na+]